1-methyl-N-(4-(trifluoromethyl)benzyl)-1H-pyrazol-4-amine CN1N=CC(=C1)NCC1=CC=C(C=C1)C(F)(F)F